(3S)-3-[1-oxo-5-[4-[[1-[4-(7-phenyl-3,8,9,10-tetrahydrocyclohepta[e]indazol-6-yl)phenyl]-4-piperidyl]methyl]piperazin-1-yl]isoindolin-2-yl]piperidine-2,6-dione O=C1N(CC2=CC(=CC=C12)N1CCN(CC1)CC1CCN(CC1)C1=CC=C(C=C1)C1=C(CCCC=2C=3C=NNC3C=CC21)C2=CC=CC=C2)[C@@H]2C(NC(CC2)=O)=O